((1s,3s)-3-Hydroxy-3-methylcyclobutyl)(6-(pyridin-2-ylmethyl)-2-azaspiro[3.3]heptan-2-yl)methanone OC1(CC(C1)C(=O)N1CC2(C1)CC(C2)CC2=NC=CC=C2)C